N1CC(C1)OC=1C=C2C(=NC=NC2=CC1OC)Cl 6-(azetidine-3-oxy)-4-chloro-7-methoxyquinazoline